N1=CN=C(C2=C1NC=C2)NC=2C=NN(C2)C2(CN(C2)S(=O)(=O)CCC)CC#N 2-(3-(4-((7H-pyrrolo[2,3-d]pyrimidin-4-yl)amino)-1H-pyrazol-1-yl)-1-(propylsulfonyl)azetidin-3-yl)acetonitrile